((((R)-1-(2-chlorophenyl)-2-oxocyclohexyl)(methyl)carbamoyl)oxy)methyl dimethyl-L-valinate CN([C@@H](C(C)C)C(=O)OCOC(N(C)[C@@]1(C(CCCC1)=O)C1=C(C=CC=C1)Cl)=O)C